N-(5-chloro-6-methoxypyridin-3-yl)-1-(quinolin-5-yl)-5-(trifluoromethyl)-1H-pyrazole-4-carboxamide ClC=1C=C(C=NC1OC)NC(=O)C=1C=NN(C1C(F)(F)F)C1=C2C=CC=NC2=CC=C1